N-Boc-3-cyano-5-bromoindole C(=O)(OC(C)(C)C)N1C=C(C2=CC(=CC=C12)Br)C#N